CC1(OB(OC1(C)C)C1=CC=C(CN2C(COCC2)=O)C=C1)C 4-(4-(4,4,5,5-tetramethyl-1,3,2-dioxaborolan-2-yl)benzyl)morpholin-3-one